(5S,8S)-N-(3-chloro-benzyl)-5-fluoro-8-hydroxy-5,6,7,8-tetrahydroquinoline-5-carboxamide ClC=1C=C(CNC(=O)[C@]2(C=3C=CC=NC3[C@H](CC2)O)F)C=CC1